OC=1C=C(C#N)C=C(C1C1=NC2=NC(=CC=C2C=C1)C1CN(CCC1)C)C 3-hydroxy-5-methyl-4-[7-(1-methyl-3-piperidyl)-1,8-naphthyridin-2-yl]benzonitrile